8-fluoro-6-(4,4,5,5-tetramethyl-1,3,2-dioxaborolan-2-yl)-2H-isoquinolin-1-one FC=1C=C(C=C2C=CNC(C12)=O)B1OC(C(O1)(C)C)(C)C